(5aR,5bS,7aS,10aS,10bR)-2-((2-chlorophenyl)amino)-5a,7a-dimethyl-4,5,5a,5b,6,7,7a,9,10,10a,10b,11,12,12a-tetradecahydro-8H-cyclopenta[7,8]phenanthro[2,1-d]thiazol-8-one ClC1=C(C=CC=C1)NC=1SC2=C(N1)CC[C@@]1([C@H]3CC[C@]4([C@H]([C@@H]3CCC12)CCC4=O)C)C